(3-(3-cyclopropyl-1,2,4-thiadiazol-5-yl)-8-methyl-5,6-dihydro-[1,2,4]triazolo[4,3-a]pyrazin-7(8H)-yl)(4-fluorophenyl)methanone C1(CC1)C1=NSC(=N1)C1=NN=C2N1CCN(C2C)C(=O)C2=CC=C(C=C2)F